3-(2,3-dimethylphenyl)-1-bromo-2-butanone CC1=C(C=CC=C1C)C(C(CBr)=O)C